OC(C)(C)C1=C(C(=O)OC2=CC=C(C=C2)C(C)(C)O)C(=CC(=C1)C(C)(C)O)C(C)(C)O 4-α-hydroxyisopropylphenyl 2,4,6-tris(α-hydroxyisopropyl)benzoate